sodium (4-fluoro-3-nitrophenyl)methanesulfonate FC1=C(C=C(C=C1)CS(=O)(=O)[O-])[N+](=O)[O-].[Na+]